4-[(R)-[4,5-dichloro-2-(prop-2-en-1-yloxy)phenyl]([[(R)-2-methylpropane-2-sulfinyl]amino])methyl]-N-(2-hydroxyethyl)piperidine-1-carboxamide ClC1=CC(=C(C=C1Cl)[C@@H](C1CCN(CC1)C(=O)NCCO)N[S@](=O)C(C)(C)C)OCC=C